N-{[5-chloro-6-(2,4-diaza-2H-inden-2-yl)-2-indolyl]methyl}trifluoromethoxyacetamide ClC=1C=C2C=C(NC2=CC1N1C=C2C=CC=NC2=C1)CNC(COC(F)(F)F)=O